N1=CC=C(C=C1)C[NH-] (pyridin-4-ylmethyl)amide